FC1=C(C#N)C=CC(=C1)C=1C2=C(C=NC1C1=CC3=CN(N=C3C=C1)C)N(C=N2)CC2CCN(CC2)C 2-fluoro-4-(6-(2-methyl-2H-indazol-5-yl)-3-((1-methylpiperidin-4-yl)methyl)-3H-imidazo[4,5-c]pyridin-7-yl)benzonitrile